(3R,4R,5S,6S)-3,4,5-tris(benzyloxy)-2-methoxy-6-methyltetrahydro-2H-pyran C(C1=CC=CC=C1)O[C@H]1C(O[C@H]([C@@H]([C@H]1OCC1=CC=CC=C1)OCC1=CC=CC=C1)C)OC